[B].[Co].[Ni] Nickel-cobalt-boron